(2,6-dioxopiperidin-3-yl)-5,7-dihydrocyclopenta[f]isoindol-1,3,6(2H)-trione O=C1NC(CCC1N1C(C=2C=C3C(=CC2C1=O)CC(C3)=O)=O)=O